OCC1OC2(CCCO2)C(CC1O)O 7-(hydroxymethyl)-1,6-dioxaspiro[4.5]decane-8,10-diol